NC1=C(C(=CC(=C1)F)F)C(C)=O 1-(2-amino-4,6-difluoro-phenyl)ethanone